7-[[1-Methyl-3-oxo-3-[4-[5-(trifluoromethyl)pyrimidin-2-yl]piperazin-1-yl]propyl]amino]-4-(trifluoromethyl)-2,5,6,7-tetrahydrocyclopenta[c]pyridazin-3-one CC(CC(N1CCN(CC1)C1=NC=C(C=N1)C(F)(F)F)=O)NC1CCC=2C1=NNC(C2C(F)(F)F)=O